5-amino-N-{2-[3-(difluoromethyl)-4-(ethylamino)pyrrolidin-1-yl]-5,6,7,8-tetrahydroquinolin-6-yl}-2,4-dimethylthieno[2,3-d]pyrimidine-6-carboxamide NC1=C(SC=2N=C(N=C(C21)C)C)C(=O)NC2CC=1C=CC(=NC1CC2)N2CC(C(C2)NCC)C(F)F